1,6-di(2,5,8,11,14,17,20,23,26,29,32,35-dodecaoxaheptatriacontan-37-yl)-1,6-dihydropyrimido[4,5-g]pteridine-2,4,7,9(3H,8H)-tetraone COCCOCCOCCOCCOCCOCCOCCOCCOCCOCCOCCOCCN1C(NC(C=2C1=NC=1C(NC(N(C1N2)CCOCCOCCOCCOCCOCCOCCOCCOCCOCCOCCOCCOC)=O)=O)=O)=O